N-((2S,3S)-2-((3'-fluorobiphenyl-3-yl)methyl)-1-((1-methoxycyclobutyl)carbonyl)pyrrolidin-3-yl)methanesulfonamide FC=1C=C(C=CC1)C1=CC(=CC=C1)C[C@@H]1N(CC[C@@H]1NS(=O)(=O)C)C(=O)C1(CCC1)OC